N[C@H](CC1=C(C=2N=NC=C(C2S1)NCC=1SC=CC1)C)CCF 6-[(2S)-2-amino-4-fluorobutyl]-7-methyl-N-(thiophen-2-ylmethyl)thieno[3,2-c]pyridazin-4-amine